C(C)OC(=O)C=1N(C2=CC(=CC=C2C1C=O)Br)CC1=CC=C(C=C1)OC 6-bromo-3-formyl-1-(4-methoxybenzyl)-1H-indole-2-carboxylic acid ethyl ester